C(C1=CC=CC=C1)OCC1=CC=C(C=C1)NC(C1=C(C=CC(=C1)B1OC(C(O1)(C)C)(C)C)F)=O N-(4-((benzyloxy)methyl)phenyl)-2-fluoro-5-(4,4,5,5-tetramethyl-1,3,2-dioxaborolan-2-yl)benzamide